thienimine S1(C=CC=C1)=N